(S)-3-Oxopentan-2-yl benzoate C(C1=CC=CC=C1)(=O)O[C@@H](C)C(CC)=O